6-cyclopropyl-N-[2-(dimethylamino)ethyl]-1-(propan-2-yl)-1H-pyrazolo[3,4-b]pyridine-4-carboxamide C1(CC1)C=1C=C(C2=C(N1)N(N=C2)C(C)C)C(=O)NCCN(C)C